3-(2-methoxyphenyl)-8-methoxybenzo[f]quinoline COC1=C(C=CC=C1)C1=NC=2C=CC3=C(C2C=C1)C=CC(=C3)OC